C(C)(=O)O[C@H]1C[C@@]2([C@@H]3CC[C@@H]4C[C@H](CC[C@@]4([C@H]3CC[C@@]2([C@H]1C=1C=CC(OC1)=O)C)C)NC(=O)N1CCN(CCC1)C)O (3S,5R,8R,9S,10S,13R,14S,16S,17R)-14-hydroxy-10,13-dimethyl-3-(4-methyl-1,4-diazepane-1-carboxamido)-17-(2-oxo-2H-pyran-5-yl)hexadecahydro-1H-cyclopenta[a]phenanthren-16-yl acetate